C(#N)C=1C=C(C=C(C1)F)[C@H]1N(OCC1)C(=O)[C@@H]1CC[C@H](CC1)CC=1C=CC(=C(C#N)C1)F trans-5-[[4-[(3S)-3-(3-cyano-5-fluoro-phenyl)isoxazolidine-2-carbonyl]cyclohexyl]methyl]-2-fluoro-benzonitrile